Racemic-1-(3-(aminomethyl)phenyl)-N-(3-((cyclopropylmethoxy)(pyridin-2-yl)methyl)phenyl)-3-(trifluoromethyl)-1H-pyrazole-5-carboxamide NCC=1C=C(C=CC1)N1N=C(C=C1C(=O)NC1=CC(=CC=C1)[C@H](C1=NC=CC=C1)OCC1CC1)C(F)(F)F |r|